ClC=1C=CC(=NC1)NC([C@H](C)N1C[C@@H](OCC1)C(F)(F)F)=O (S)-N-(5-chloropyridin-2-yl)-2-((R)-2-(trifluoromethyl)morpholino)propanamide